COC1=NC(=CN=C1N1N=NN=C1N=[N+]=[N-])OC 2,6-dimethoxy-3-(5-azido-tetrazol-1-yl)-pyrazine